N-(3-((S)-2-(((4-((1R,5S)-3,8-diazabicyclo[3.2.1]octan-3-yl)-8-fluoro-7-(3-hydroxynaphthalen-1-yl)quinazolin-2-yl)oxy)methyl)pyrrolidin-1-yl)propyl)acetamide [C@H]12CN(C[C@H](CC1)N2)C2=NC(=NC1=C(C(=CC=C21)C2=CC(=CC1=CC=CC=C21)O)F)OC[C@H]2N(CCC2)CCCNC(C)=O